(3S,4S)-8-(9-(3-chloro-[1,1'-biphenyl]-4-yl)-7H-imidazo[1,2-c]pyrazolo[4,3-e]pyrimidin-5-yl)-3-methyl-2-oxa-8-azaspiro[4.5]decan-4-amine ClC=1C=C(C=CC1C1=NNC2=C1C=1N(C(=N2)N2CCC3([C@@H]([C@@H](OC3)C)N)CC2)C=CN1)C1=CC=CC=C1